(1R)-4-chloro-2'-(methylsulphinyl)-2,3,5',8'-tetrahydro-6'H-spiro[indene-1,7'-quinazoline] ClC1=C2CC[C@@]3(CCC=4C=NC(=NC4C3)S(=O)C)C2=CC=C1